C1(=CC=CC=C1)C=C(C(=O)NC1=C(C=CC=C1)C)C1=CC=C(C=C1)C 3-phenyl-N-(o-tolyl)-2-(p-tolyl)acrylamide